FC=1C=C(C=C(C1F)O)C=1OC2=C(N1)C=C(C=C2)C(=O)N2CC(C2)NS(=O)(=O)C N-(1-(2-(3,4-Difluoro-5-hydroxyphenyl)benzo[d]oxazole-5-carbonyl)azetidin-3-yl)methanesulfonamide